(S)-3-[4-(2-amino-6-methyl-pyrimidin-4-yl)-1,4-oxazepan-3-yl]-4-chloro-phenol NC1=NC(=CC(=N1)N1[C@H](COCCC1)C=1C=C(C=CC1Cl)O)C